5-(1-(2,2-difluoroethyl)-4-fluoro-2-methyl-1H-benzo[d]imidazol-6-yl)-N-((3R,4R)-3-fluoro-1-(2-methoxyethyl)piperidin-4-yl)-4-methoxypyrrolo[2,1-f][1,2,4]triazin-2-amine FC(CN1C(=NC2=C1C=C(C=C2F)C=2C=CN1N=C(N=C(C12)OC)N[C@H]1[C@@H](CN(CC1)CCOC)F)C)F